(2-(4'-Fluoro-2'-(4-methyl-4H-1,2,4-triazol-3-yl)-[1,1'-biphenyl]-3-yl)benzo[d]oxazol-5-yl)methanol FC1=CC(=C(C=C1)C1=CC(=CC=C1)C=1OC2=C(N1)C=C(C=C2)CO)C2=NN=CN2C